(S)-2-(2-((5-bromo-2-(methoxycarbonyl)phenoxy)methyl)pyrrolidin-1-yl)-N-methyl-2-oxoethan-1-aminium chloride [Cl-].BrC=1C=CC(=C(OC[C@H]2N(CCC2)C(C[NH2+]C)=O)C1)C(=O)OC